2-((4-fluoro-2-methylphenyl)amino)-5-(trifluoromethyl)-benzoic acid FC1=CC(=C(C=C1)NC1=C(C(=O)O)C=C(C=C1)C(F)(F)F)C